1-methyl-4-[4-(2-methyl-1,3-benzoxazol-6-yl)piperidin-1-yl]-2-oxo-1,2-dihydroquinoline-3-carbonitrile CN1C(C(=C(C2=CC=CC=C12)N1CCC(CC1)C1=CC2=C(N=C(O2)C)C=C1)C#N)=O